CC1C=C1 3-methylcyclopropene